tert-butyl 3-[6-(2-cyano-3,6-difluoro-phenoxy)-5-nitro-4-oxo-quinazolin-3-yl]-1-oxa-8-azaspiro[4.5]decane-8-carboxylate C(#N)C1=C(OC=2C(=C3C(N(C=NC3=CC2)C2COC3(C2)CCN(CC3)C(=O)OC(C)(C)C)=O)[N+](=O)[O-])C(=CC=C1F)F